2-((1-(tert-butoxycarbonyl)piperidin-3-yl)-amino-5-(trifluoromethyl)pyrimidin-4-yl)-1H-pyrrolo[2,3-b]pyridin-7-oxide C(C)(C)(C)OC(=O)N1CC(CCC1)C1=C(C(=NC(=N1)N)C1=CC=2C(=[N+](C=CC2)[O-])N1)C(F)(F)F